C1(CCCCCCC1)NC=1NC(/C(/N1)=C/C=1C=C2N=CC=NC2=CC1)=O (4Z)-2-(cyclooctylamino)-4-(quinoxalin-6-ylmethylene)-1H-imidazol-5-one